N-cyano-N'-(hydroxymethyl)guanidine C(/N=C(\N)/NC#N)O